propyl-propan C(CC)CCC